FC1(CC(C1)CN1N=C(C(=C1C)F)N)F 1-((3,3-Difluorocyclobutyl)methyl)-4-fluoro-5-methyl-1H-pyrazol-3-amine